bromo-4-chloro-2-(2,2-diethoxyethoxy)benzene BrC1=C(C=C(C=C1)Cl)OCC(OCC)OCC